C1OCC12N(CCCC2)CCNC(=O)C=2C=C(C(=NC2)C)NC(=O)C2=NN=C1N2C=CC(=C1)C=1C=NN(C1)C N-(5-((2-(2-oxa-5-azaspiro[3.5]nonan-5-yl)ethyl)carbamoyl)-2-methylpyridin-3-yl)-7-(1-methyl-1H-pyrazol-4-yl)-[1,2,4]triazolo[4,3-a]pyridine-3-carboxamide